(4-amino-1-isopropyl-pyrazolo[3,4-d]pyrimidin-3-yl)-N-methyl-1H-indole-2-carboxamide NC1=C2C(=NC=N1)N(N=C2N2C(=CC1=CC=CC=C21)C(=O)NC)C(C)C